The molecule is a hexadecenoyl-CoA that results from the formal condensation of the thiol group of coenzyme A with the carboxy group of (7Z)-hexadecenoic acid. It derives from a (Z)-hexadec-7-enoic acid. It is a conjugate acid of a (7Z)-hexadecenoyl-CoA(4-). CCCCCCCC/C=C\\CCCCCC(=O)SCCNC(=O)CCNC(=O)[C@@H](C(C)(C)COP(=O)(O)OP(=O)(O)OC[C@@H]1[C@H]([C@H]([C@@H](O1)N2C=NC3=C(N=CN=C32)N)O)OP(=O)(O)O)O